ClC1=NC=C(C(=N1)N[C@H](C)C1=C(C=C(C=C1)Cl)Cl)Cl (R)-2,5-dichloro-N-(1-(2,4-dichlorophenyl)ethyl)pyrimidin-4-amine